N-(4-Fluoro-3-methylphenyl)-7-methyl-2-(5-methyl-1,3,4-thiadiazol-2-carbonyl)-2,3,3a,4,10,10a-hexahydro-1H,7H-dipyrrolo[3,4-b:3',4'-f][1,4,5]oxathiazocin-8-carboxamid-5,5-dioxid FC1=C(C=C(C=C1)NC(=O)C=1N(C=C2C1OCC1C(NS2(=O)=O)CN(C1)C(=O)C=1SC(=NN1)C)C)C